O1NC=CC=2N=CN=C3C=CC=C1C23 oxazepino[5,6,7-de]quinazoline